CN1C(N(C2=C1C(=CC=C2)C#CCOCCOCCOCC#C)C2C(NC(CC2)=O)=O)=O 3-[3-methyl-2-oxo-4-(3-[2-[2-(prop-2-yn-1-yloxy)ethoxy]ethoxy]prop-1-yn-1-yl)-1,3-benzodiazol-1-yl]piperidine-2,6-dione